NC=1C2=C(N=CN1)C(=NC(=C2)N2C[C@H](CC2)F)C=2C(=C(C=CC2C)O)C 3-((S)-4-amino-6-((S)-3-fluoropyrrolidin-1-yl)pyrido[3,4-d]pyrimidin-8-yl)-2,4-dimethylphenol